(2R,4R)-6-chloro-4-hydroxy-N-(3-{2-[2-(trifluoromethoxy)ethoxy]pyrimidin-4-yl}bicyclo[1.1.1]pentan-1-yl)-3,4-dihydro-2H-1-benzopyran-2-carboxamide ClC=1C=CC2=C([C@@H](C[C@@H](O2)C(=O)NC23CC(C2)(C3)C3=NC(=NC=C3)OCCOC(F)(F)F)O)C1